C(C)(C)(C)C1=CC=C(C=C1)C1=NC(=NN1C1CC1)CN1CC(CC1)(C)C 5-(4-(tert-butyl)phenyl)-1-cyclopropyl-3-((3,3-dimethylpyrrolidin-1-yl)methyl)-1H-1,2,4-triazole